OC(CN1N=CC(=C1)C1=NNC=2C1=NN(C(C2)=O)C=2C=NC=CC2C)(C)C 3-(1-(2-Hydroxy-2-methylpropyl)-1H-pyrazol-4-yl)-5-(4-methylpyrid-3-yl)-1H-pyrazolo[4,3-c]pyridazin-6(5H)-on